FC=1C=C(OC[C@@H](/C=C/[C@H]2[C@@H](C[C@@H]3OC[C@H](CC[C@@H]32)CCCC(=O)OC(C)C)O)O)C=CC1F 2-Propanyl 4-{(3S,5aR,6R,7R,8aS)-6-[(E,3R)-4-(3,4-difluorophenoxy)-3-hydroxy-1-buten-1-yl]-7-hydroxyoctahydro-2H-cyclopenta[b]oxepin-3-yl}butanoate